epoxyaminobenzene NC1=C2C(=CC=C1)O2